4-(1-(2-chloro-3-(2-morpholinoethyl)phenyl)-1H-imidazol-4-yl)-N-(1-(methylsulfonyl)piperidin-4-yl)-5-(trifluoromethyl)pyrimidin-2-amine ClC1=C(C=CC=C1CCN1CCOCC1)N1C=NC(=C1)C1=NC(=NC=C1C(F)(F)F)NC1CCN(CC1)S(=O)(=O)C